5-Chloro-2-fluoro-4-(2-(2,2,2-trifluoroethoxy)pyridin-4-yl)aniline ClC=1C(=CC(=C(N)C1)F)C1=CC(=NC=C1)OCC(F)(F)F